OC1CN2C3=C(C(=C2CC1N1C(CCC1)=O)C)C=C(C=N3)C(F)(F)F 1-(8-hydroxy-5-methyl-3-(trifluoromethyl)-6,7,8,9-tetrahydropyrido[3,2-b]indolizin-7-yl)-2-oxopyrrolidin